ClC1=C(COC(=O)NC=2C=CC=C3CC[C@H](OC23)C(=O)OC)C=CC=C1 methyl (S)-8-((((2-chlorobenzyl)oxy)carbonyl)amino)chromane-2-carboxylate